OCC1=NC(=NC(=C1)NC1=NNC(=C1)C)N(C1C[C@H]2CC[C@@H](C1)N2C(=O)OC(C)(C)C)C tert-butyl (1R,3s,5S)-3-((4-(hydroxymethyl)-6-((5-methyl-1H-pyrazol-3-yl)amino)pyrimidin-2-yl)(methyl)amino)-8-azabicyclo[3.2.1]octane-8-carboxylate